FC1([C@@H]([C@H]2N(C(NCC=3C=CC(=C(OC=4C=CC=C(C2)C4F)N3)C)=O)C1)NS(=O)(=O)C(C)C)F N-[(15aS,16R)-17,17,20-Trifluoro-7-methyl-1-oxo-2,3,15a,16,17,18-hexahydro-1H,15H-4,8-(azeno)-14,10-(metheno)pyrrolo[1,2-j][1,8,10]oxadiazacycloheptadecin-16-yl]propane-2-sulfonamide